C(C)(C)(C)C=1N=C(C(=NC1C)C=1NC2=CC=[N+](C=C2C(C1)=O)[O-])C 2-(5-tert-butyl-3,6-dimethyl-pyrazin-2-yl)-6-oxido-1H-1,6-naphthyridin-6-ium-4-one